ClC1=C(C=CC=C1)[C@@H](C)OC(=O)NC1=C(C=NN1C)C1=CC=C(C(=N1)C)OC[C@@H]1[C@H](CCCC1)C(=O)OC methyl (1S,2S)-2-(((6-(5-((((R)-1-(2-chlorophenyl)ethoxy)carbonyl)amino)-1-methyl-1H-pyrazol-4-yl)-2-methylpyridin-3-yl)oxy)methyl)cyclohexane-1-carboxylate